ClC1=NC(=C2C(=N1)N(N=C2)C2CC2)NC=2N=CN(C2)C2=CC(=C(C(=C2)OC)OC)OC 6-chloro-1-cyclopropyl-N-(1-(3,4,5-trimethoxyphenyl)-1H-imidazol-4-yl)-1H-pyrazolo[3,4-d]Pyrimidine-4-amine